N1(N=CN=C1)CCN1CCC2=CC=C(C=C12)NC1=CC=C(C=C1)F 1-(2-(1H-1,2,4-triazol-1-yl)ethyl)-N-(4-fluorophenyl)indolin-6-amine